CC=1N(C=2C(=NC=C(C2)C=2C=CN3N=C(N=CC32)N[C@@H]3C[C@H](C3)N)N1)C1CCOCC1 trans-N1-(5-(2-methyl-1-(tetrahydro-2H-pyran-4-yl)-1H-imidazo[4,5-b]pyridin-6-yl)pyrrolo[2,1-f][1,2,4]triazin-2-yl)cyclobutane-1,3-diamine